benzyl-dodecyl-phenyl isothiocyanate C(C1=CC=CC=C1)C=1C(=C(C=CC1)N=C=S)CCCCCCCCCCCC